BrC1=C(C(=C2C(=NC(=NC2=C1F)OCC1(C(C1)(F)F)CO[Si](C)(C)C(C)(C)C)N1CC2CCC(C1)N2C(=O)OC(C)(C)C)OC)F tert-butyl 3-(7-bromo-2-((1-(((tert-butyldimethylsilyl)oxy)methyl)-2,2-difluorocyclopropyl)methoxy)-6,8-difluoro-5-methoxyquinazolin-4-yl)-3,8-diazabicyclo[3.2.1]octane-8-carboxylate